4-(2-(4-chloro-3-fluorophenoxy)acetamido)-3-oxo-bicyclo[2.2.2]octane-1-carboxylic acid ClC1=C(C=C(OCC(=O)NC23C(CC(CC2)(CC3)C(=O)O)=O)C=C1)F